perfluoro-n-propoxyethylene FC(=C(F)F)OC(C(C(F)(F)F)(F)F)(F)F